N-benzyl-N-methyl-4-(6-(1-methyl-1H-pyrazol-4-yl)pyrazolo[1,5-a]pyridin-3-yl)piperazine-1-carboxamide C(C1=CC=CC=C1)N(C(=O)N1CCN(CC1)C=1C=NN2C1C=CC(=C2)C=2C=NN(C2)C)C